FC(C(=O)N1CCC2(CN(C(N2CC2=CC(=CC=C2)OC)=O)C2=NC(=C(C=C2)C=2C=NNC2)CC)CC1)F 8-(2,2-difluoroacetyl)-3-(6-ethyl-5-(1H-pyrazol-4-yl)pyridin-2-yl)-1-(3-methoxybenzyl)-1,3,8-triazaspiro[4.5]decan-2-one